OC1CC(C1)N1CCC2=C1N=NC(=C2)C2=C(C=C(C=C2C)C(F)(F)F)O 2-(7-((1r,3r)-3-hydroxycyclobutyl)-6,7-dihydro-5H-pyrrolo[2,3-c]pyridazin-3-yl)-3-methyl-5-(trifluoromethyl)phenol